(2S)-2-Cyclopropyl-10-((2-(4,4-difluoro-3-(hydroxymethyl)piperidin-1-yl)-5-fluoropyridin-4-yl)amino)-3,3-difluoro-7-methyl-1,2,3,4-tetrahydro-[1,4]oxazepino[2,3-c]chinolin-6(7H)-on C1(CC1)[C@@H]1NC2=C(C(N(C=3C=CC(=CC23)NC2=CC(=NC=C2F)N2CC(C(CC2)(F)F)CO)C)=O)OCC1(F)F